8-(3,5-Difluorobenzyl)-2-((4,5-dimethylfuran-2-yl)methyl)-6-phenylimidazo[1,2-a]pyrazin-3-yl-acetat FC=1C=C(CC=2C=3N(C=C(N2)C2=CC=CC=C2)C(=C(N3)CC=3OC(=C(C3)C)C)CC(=O)[O-])C=C(C1)F